C[C@@H]1CC[C@@]2(CC[C@@]3(C(=CC[C@H]4[C@]3(CC[C@@H]5[C@@]4(CCCC5(C)C)C)C)[C@@H]2[C@H]1C)C)CO Urs-12-en-28-ol